p-styrenesulfonate C=CC1=CC=C(C=C1)S(=O)(=O)[O-]